6-(3-Chloro-6-(difluoromethyl)-2-fluorophenyl)-N-(1-((S)-1-(5-fluoro-2-methyl-6-((1R,5S)-2-oxo-3-azabicyclo[3.1.0]hexan-3-yl)pyridin-3-yl)ethyl)-1H-pyrazol-4-yl)pyrazine-2-carboxamide ClC=1C(=C(C(=CC1)C(F)F)C1=CN=CC(=N1)C(=O)NC=1C=NN(C1)[C@@H](C)C=1C(=NC(=C(C1)F)N1C([C@@H]2C[C@@H]2C1)=O)C)F